O(C1=CC=CC=C1)C1(CC1)C(=O)O phenoxycyclopropanecarboxylic acid